C(#N)C1=C(C=C(C=C1)C(C(C(=O)N)(C)O)N1N=CC(=C1)C)C(F)(F)F (4-Cyano-3-(trifluoromethyl)phenyl)-2-hydroxy-2-methyl-3-(4-methyl-1H-pyrazol-1-yl)propanamide